C(C)(C)(C)OC(=O)N1C[C@H]([C@H](C1)O)C1=CC=C(C=C1)Cl |r| rac-(3R,4R)-3-(4-chlorophenyl)-4-hydroxy-pyrrolidine-1-carboxylic acid tert-butyl ester